CC1=CC=NC2=C(C=C(C=C12)C)O.CC1=CC=NC2=C(C=C(C=C12)C)O.CC1=CC=NC2=C(C=C(C=C12)C)O.[Al] aluminum tris(4,6-dimethyl-8-hydroxyquinoline)